6-[[5-fluoro-3-(2,2,2-trifluoroethoxy)-2-pyridyl]oxy]-1,7-dimethyl-N-(4-methyl-1,1-dioxo-thian-4-yl)imidazo[4,5-c]pyridine-2-carboxamide FC=1C=C(C(=NC1)OC1=C(C2=C(C=N1)N=C(N2C)C(=O)NC2(CCS(CC2)(=O)=O)C)C)OCC(F)(F)F